(S)-N-(Benzo[d]thiazol-5-ylmethyl)-N-((1S,3S,6S)-bicyclo[4.1.0]heptan-3-yl)-1-((R)-N,4-dimethylphenylsulfonimidoyl)pyrrolidine-2-carboxamide S1C=NC2=C1C=CC(=C2)CN(C(=O)[C@H]2N(CCC2)[S@](=O)(=NC)C2=CC=C(C=C2)C)[C@@H]2C[C@@H]1C[C@@H]1CC2